1-[4-cyclopropyl-3-(trifluoromethyl)phenyl]ethanone tert-butyl-(6-oxospiro[3.3]heptan-2-yl)carbamate C(C)(C)(C)N(C(O)=O)C1CC2(C1)CC(C2)=O.C2(CC2)C2=C(C=C(C=C2)C(C)=O)C(F)(F)F